C(#N)C1=CC(=C(CNC(=O)C2CCN(CC2)CC2=CC3=CC=CC=C3C=C2)C=C1)C(F)(F)F N-(4-cyano-2-(trifluoromethyl)benzyl)-1-(naphthalen-2-ylmethyl)piperidine-4-carboxamide